C[C@H](CCCCCCCCCCCC=C)CCCC (S)-14-methyl-1-octadecene